tert-butyl N-(2-(7-methoxyquinazolin-4-yl)-2-azaspiro[3.3]heptan-6-yl)sulfamoylcarbamate COC1=CC=C2C(=NC=NC2=C1)N1CC2(C1)CC(C2)NS(=O)(=O)NC(OC(C)(C)C)=O